(3-amino-2,6-dichloro-4-pyridinyl)methane-1-ol NC=1C(=NC(=CC1CO)Cl)Cl